ClC1=CC(=C(CNCC2CCN(CC2)C(=O)OC(C)(C)C)C=C1)OCCOC tert-butyl 4-(((4-chloro-2-(2-methoxyethoxy)benzyl)amino)methyl)-piperidine-1-carboxylate